6-hydroxy-1,3-dimethyl-2-naphthoic acid OC=1C=C2C=C(C(=C(C2=CC1)C)C(=O)O)C